((S)-2-amino-3-(3,4-dihydroxyphenyl)propionyl)-L-tyrosine N[C@H](C(=O)N[C@@H](CC1=CC=C(C=C1)O)C(=O)O)CC1=CC(=C(C=C1)O)O